C(C)C=1C(=NON1)C(=O)N[C@H](C=1N=C2N(N=C(C=C2)CC2C(NC[C@@H](C2)C(F)(F)F)=O)C1)C1CCC(CC1)C 4-ethyl-N-((1S)-((1R,4S)-4-methylcyclohexyl)(6-(((5R)-2-oxo-5-(trifluoromethyl)piperidin-3-yl)methyl)imidazo[1,2-b]pyridazin-2-yl)methyl)-1,2,5-oxadiazole-3-carboxamide